C(C)(C)(C)N([C@H]1CN(CC1)C(C(=O)O)C1=C(C(=CC(=C1)C(C)C)F)OC)CCCCCC1=NC=2NCCCC2C=C1 2-((R)-3-(tert-butyl(5-(5,6,7,8-tetrahydro-1,8-naphthyridin-2-yl)pentyl)amino)pyrrolidin-1-yl)-2-(3-fluoro-5-isopropyl-2-methoxyphenyl)acetic acid